3-chloropyridylpyrazolidone ClC=1C(=NC=CC1)N1NC(CC1)=O